BrC=1C=C(C(=O)NC2=C(C=NN2C2=CC=C(C=C2)Cl)C=2OCCN2)C=CC1 3-bromo-N-(1-(4-chlorophenyl)-4-(4,5-dihydro-oxazol-2-yl)-1H-pyrazol-5-yl)benzamide